CN1C(=NC2=C1C=CC=C2)CCCC(=O)O 1-methyl-1H-benzimidazole-2-butanoic acid